BrC1=CC=CC(=N1)C1=CN=C2N1C=C(N=C2)OCC(F)F 3-(6-bromo-2-pyridinyl)-6-(2,2-difluoroethoxy)imidazo[1,2-a]Pyrazine